FC1=CC=C2C(=N1)OCC=1C=C(C=CC12)C=1C=NN(C1)C1OCCCC1 3-fluoro-8-(1-(tetrahydro-2H-pyran-2-yl)-1H-pyrazol-4-yl)-6H-isochromeno[3,4-b]pyridine